Ethyl (1R,3R)-3-(1,3-dioxoisoindolin-2-yl)cyclohexanecarboxylate O=C1N(C(C2=CC=CC=C12)=O)[C@H]1C[C@@H](CCC1)C(=O)OCC